4-(difluoromethyl)-N-[4-fluoro-2-[rac-(3R)-3,4-dimethylpiperazin-1-yl]-5-[2-[rac-(3R)-3-methylmorpholin-4-yl]pyrimidin-5-yl]phenyl]-1-methyl-6-oxopyridine-3-carboxamide FC(C=1C(=CN(C(C1)=O)C)C(=O)NC1=C(C=C(C(=C1)C=1C=NC(=NC1)N1[C@@H](COCC1)C)F)N1C[C@H](N(CC1)C)C)F |r|